NC=1OC2=C(C=NC=C2N2CC(CC2)(C)C(=O)N2[C@H](C3=C(C=C(C=C3CC2)Cl)Cl)C)N1 (1-(2-aminooxazolo[4,5-c]pyridin-7-yl)-3-methylpyrrolidin-3-yl)((S)-6,8-dichloro-1-methyl-3,4-dihydroisoquinolin-2(1H)-yl)methanone